CC(C)NC1=CC=C(C=C1)N N-isopropylbenzene-1,4-diamine